FC=1C(=C(C=CC1F)[C@@H]1[C@H](O[C@@]([C@H]1C)(C(F)(F)F)C)C(=O)NC1=CC(=NC=C1)C(=O)N)OC(C)C (2S,3R,4S,5S)-4-[[3-(3,4-Difluoro-2-isopropoxy-phenyl)-4,5-dimethyl-5-(trifluoromethyl)tetrahydrofuran-2-carbonyl]amino]pyridin-2-carboxamid